N[C@@H]1[C@H](CCCC1)C1=C(C2=NC(=CC(=C2S1)NCC1=CC=CC=C1)Cl)Cl 2-((1s,2s)-2-aminocyclohexyl)-N-benzyl-3,5-dichlorothieno[3,2-b]pyridin-7-amine